C1(CC1)C=1C=C(C=CC1C(F)(F)F)C=1OC=NN1 2-[3-cyclopropyl-4-(trifluoromethyl)phenyl]-1,3,4-oxadiazole